1-aminoanthracene-9,10-dione NC1=CC=CC=2C(C3=CC=CC=C3C(C12)=O)=O